C(C)N1C(C2=C(C=C(C=C2C1)N1C=NC2=C1C=CC(=C2)C=2C=NN(C2)C)NCCO)=O 2-ethyl-7-(2-hydroxyethylamino)-5-[5-(1-methylpyrazol-4-yl)benzimidazol-1-yl]isoindolin-1-one